N-(3-bromo-2-fluorophenyl)carboxamide BrC=1C(=C(C=CC1)NC=O)F